1-(4,6-diamino-s-triazin-2-yl)ethyl-2-undecylimidazole NC1=NC(=NC(=N1)N)C(C)C=1N=C(NC1)CCCCCCCCCCC